C(C)(C)(C)OC(=O)N1CC=2N(CC1)N=CC2C2=CNC1=C2N=C(NC1(C(=O)OC(C)(C)C)C1=CC=NC=C1)N1CCOCC1 tert-butyl 7-(5-(tert-butoxycarbonyl)-4,5,6,7-tetrahydropyrazolo[1,5-a]pyrazin-3-yl)-2-morpholino-4-(pyridin-4-yl)-5H-pyrrolo[3,2-d]pyrimidine-4-carboxylate